(S)-N6-(1-(2,3-dichlorophenyl)piperidin-4-yl)-N6-propyl-4,5,6,7-tetrahydroBenzo[d]Thiazole-2,6-diamine hydrochloride Cl.ClC1=C(C=CC=C1Cl)N1CCC(CC1)N([C@@H]1CC2=C(N=C(S2)N)CC1)CCC